NN1C(=NC(=C1C(=O)N)C1=CC=C(C=C1)C(NC1=NC=CC=C1)=O)[C@H]1N(CCCC1)C(\C(=C\C1CC1)\C#N)=O (S,E)-1-amino-2-(1-(2-cyano-3-cyclopropyl-acryloyl)piperidin-2-yl)-4-(4-(pyridin-2-ylcarbamoyl)phenyl)-1H-imidazole-5-carboxamide